Di-tert-butyl (3-(1-(3-chlorobenzyl)-2-oxo-1,2-dihydropyridin-4-yl)-5-morpholino-1H-pyrrolo[2,3-b]pyridin-1-yl)methyl phosphate P(=O)(OC(C)(C)C)(OC(C)(C)C)OCN1C=C(C=2C1=NC=C(C2)N2CCOCC2)C2=CC(N(C=C2)CC2=CC(=CC=C2)Cl)=O